C(C)[Si](C=1C=C(C=CC1)C(=C)C1=CC=C(C=C1)[SiH](C)C)(OC)CC 1-[3-(diethylmethoxysilyl)phenyl]-1-(4'-dimethylsilylphenyl)ethene